N-(3,5-difluoro-2-((2-methyltetrahydro-2H-pyran-4-yl)oxy)benzyl)-2-methoxy-6-methylnicotinamide FC=1C(=C(CNC(C2=C(N=C(C=C2)C)OC)=O)C=C(C1)F)OC1CC(OCC1)C